ClC=1SC2=C(N1)C=C(C(=C2C(C)(C=C)C)O)F 2-chloro-5-fluoro-7-(2-methylbut-3-en-2-yl)benzo[d]thiazol-6-ol